6-(2-(2-Fluorophenyl)-5,6-dihydro-4H-pyrrolo[1,2-b]pyrazol-3-yl)imidazo[1,2-a]pyridine FC1=C(C=CC=C1)C=1C(=C2N(N1)CCC2)C=2C=CC=1N(C2)C=CN1